CC1=C(C=CC=C1C)N1CCN(CC1)C(CN1N=C(C2=C1C[C@@H]1[C@H]2C1)C(=O)N1CCC(CC1)(C)CO)=O 1-[4-(2,3-Dimethylphenyl)piperazin-1-yl]-2-{(3bR,4aR)-3-[4-(hydroxymethyl)-4-methylpiperidin-1-carbonyl]-3b,4,4a,5-tetrahydro-1H-cyclopropa[3,4]cyclopenta[1,2-c]pyrazol-1-yl}ethan-1-on